[2H]C(CN)(C1=CC(=C(C(=C1)OC)OC)OC)[2H] β,β-dideutero-3,4,5-trimethoxyphenethylamine